C(C(=C)C)(=O)OC(CSC=1SC(=NN1)SCCC)CC 2-methacryloxy-n-butylthio-5-n-propylthio-1,3,4-thiadiazole